C(C=CCC)(=O)OCC ethyl 2-pentenoate